[K+].C(CCCCCCCCCCCCC)(=O)[O-].[K+].C(CCCCCCCCCCCCC)(=O)[O-] potassium myristate potassium salt